O(C1=CC=CC=C1)C1=CC=C(C(=O)NCC(=O)N2C3(CCC2CC3)C(=O)N)C=C1 7-((4-phenoxybenzoyl)glycyl)-7-azabicyclo[2.2.1]heptane-1-carboxamide